C1(C=CC=C1)[Y](NC(C(CCC)CCC)=O)C1C=CC=C1 bis(cyclopentadienyl)(di-n-propyl-acetamido)yttrium